2-amino-N-isobutyl-7-methoxy-3-methyl-N-((5-(trifluoromethyl)pyridin-2-yl)methyl)quinoline-6-carboxamide NC1=NC2=CC(=C(C=C2C=C1C)C(=O)N(CC1=NC=C(C=C1)C(F)(F)F)CC(C)C)OC